[N+](=O)([O-])C1=CC=C(C(=O)NN)C=C1 p-nitrobenzoyl-hydrazine